C1(=CC=CC=C1)C=CC(=O)N 3-phenyl-acrylamide